C(C)OC(=O)C1CCC2(C(N(C(N2)=O)NC(NC2=CC=C(C=C2)Br)=O)=O)CC1 3-{[(4-bromophenyl)carbamoyl]amino}-2,4-dioxo-1,3-diazaspiro[4.5]decane-8-carboxylic acid ethyl ester